C1(CCCC1)CC1=CC=C(C=C1)C=1NC=2N(C(C1)=O)N=C(C2C(=O)N2[C@@H]([C@@H](C2)CF)C)C2=NC=CN=C2 5-(4-(cyclopentylmethyl)phenyl)-3-((2R,3R)-3-(fluoromethyl)-2-methylazetidine-1-carbonyl)-2-(pyrazin-2-yl)pyrazolo[1,5-a]pyrimidin-7(4H)-one